3-(2-chloro-3-(1-((1-methoxycyclopropyl)methyl)-2-oxoindolin-5-yl)phenyl)piperidine-2,6-dione ClC1=C(C=CC=C1C=1C=C2CC(N(C2=CC1)CC1(CC1)OC)=O)C1C(NC(CC1)=O)=O